CN1CCC(CC1)NC=1C2=C(C=NC1)C(=C(S2)C#CC)CC(F)(F)F 3-(7-((1-methylpiperidin-4-yl)amino)-3-(2,2,2-trifluoroethyl)thieno[3,2-c]pyridin-2-yl)prop-2-yn